4-fluorophenoxy-propionate FC1=CC=C(OC(C(=O)[O-])C)C=C1